4'-methyl-acetophenone CC1=CC=C(C=C1)C(C)=O